N-(5-((4-chlorobenzyl)oxy)-1,3,4-thiadiazol-2-yl)-3-(4-methyl-1-(tetrahydro-2H-pyran-2-yl)-1H-pyrazol-5-yl)isonicotinamide ClC1=CC=C(COC2=NN=C(S2)NC(C2=C(C=NC=C2)C2=C(C=NN2C2OCCCC2)C)=O)C=C1